C1(=C(C=CC1=C)C(=O)N)C(=O)N fulvendiamide